N,N-dimethyl-N'-(2-hydroxyethyl)ethylenediamine CN(CCNCCO)C